C(C)(C)OC=1C=C(C=CC1C=1C=NN(C1)C)NC=1N=CC2=C(N1)N(C=C2)CCC2=CC=CC=C2 N-(3-isopropoxy-4-(1-methyl-1H-pyrazol-4-yl)phenyl)-7-phenethyl-7H-pyrrolo[2,3-d]pyrimidin-2-amine